COC1=NC=C(C=C1C(F)(F)F)Br 2-(methoxy)-5-bromo-3-(trifluoromethyl)pyridine